N1[C@@H](CCC1)CO (S)-pyrrolidin-2-yl-methanol